COC1=CC(=NC=C1C#N)N1C=NC(=C1)CN1C[C@H](OCC1)C=1C(=C2COC(C2=CC1)=O)C (R)-4-methoxy-6-(4-((2-(4-methyl-1-oxo-1,3-dihydroisobenzofuran-5-yl)morpholino)methyl)-1H-imidazol-1-yl)nicotinonitrile